O=C1N(C(C=C1)=O)CCC(=O)NCCOCCOCCOCCOCCOCCOCCOCCOCCC(=O)ON1C(CCC1=O)=O 3-(2,5-Dioxo-2,5-dihydro-1H-pyrrol-1-yl)-N-{27-[(2,5-dioxopyrrolidin-1-yl)oxy]-27-oxo-3,6,9,12,15,18,21,24-octaoxaheptacos-1-yl}propanamide